3-tert-butylpentan-2,4-dione C(C)(C)(C)C(C(C)=O)C(C)=O